ClC1=CNC2=NC=C(C=C21)C=2C=C1CCN=CC1=C(C2)C2NCCC2 6-(3-chloro-1H-pyrrolo[2,3-b]pyridin-5-yl)-8-(pyrrolidin-2-yl)-3,4-dihydroisoquinolin